Cl.C1(CC1)C[C@@H](C(=O)N1C[C@]2(C[C@H]1C(=O)N)C(NC1=C(O2)C=CC(=C1)F)=O)NC (2R,5'S)-1'-((S)-3-cyclopropyl-2-(methylamino)propanoyl)-6-fluoro-3-oxo-3,4-dihydrospiro[benzo[b][1,4]oxazine-2,3'-pyrrolidine]-5'-carboxamide hydrochloride